BrC1=CC=C(C(=N1)C#N)C 6-bromo-3-methyl-pyridinecarbonitrile